1-ethyl-3-[2-(propylaminooxy)ethyl]urea C(C)NC(=O)NCCONCCC